BrC1=CC(=NC=C1)C(=O)N(C)C 4-bromo-N,N-dimethyl-pyridine-2-carboxamide